3-(pyridin-3-yl)butanal N1=CC(=CC=C1)C(CC=O)C